C[C@H]([C@@H](C(=O)C1(C2=NCN(C2=NC=N1)[C@]3([C@@H]([C@@H]([C@H](O3)CO)O)O)C(=O)N)N)N)O 6-threonyl-carbamoyladenosine